3-((3-Chloro-4-mercaptopyridin-2-yl)amino)-2,2-dimethylpropanenitrile tert-butyl-(1R,5S)-3-(7-bromo-2-chloropyrido[3,2-d]pyrimidin-4-yl)-3,8-diazabicyclo[3.2.1]octane-8-carboxylate C(C)(C)(C)OC(=O)N1[C@H]2CN(C[C@@H]1CC2)C=2C1=C(N=C(N2)Cl)C=C(C=N1)Br.ClC=1C(=NC=CC1S)NCC(C#N)(C)C